N-[1-[5-Chloro-2-[4-[[dimethyl(oxo)-λ6-sulfanylidene]amino]anilino]-pyrimidin-4-yl]indol-5-yl]cyclopropanecarboxamide ClC=1C(=NC(=NC1)NC1=CC=C(C=C1)N=S(=O)(C)C)N1C=CC2=CC(=CC=C12)NC(=O)C1CC1